C(CCCCCCCCCCCCCCCCC)(=O)OCC(O)CO mono-glycerol monostearate